ClC1=NC(=CC=C1C(=O)NS(=O)(=O)C1=CC=CC(=N1)NCCCC1CC(N(C1)C(=O)OC(C)(C)C)(C)C)N1N=C(C=C1)OCCC(C1CC1)C1CC1 tert-Butyl 4-[3-[[6-[[2-chloro-6-[3-(3,3-dicyclopropylpropoxy)pyrazol-1-yl]pyridine-3-carbonyl]sulfamoyl]-2-pyridyl]amino]propyl]-2,2-dimethyl-pyrrolidine-1-carboxylate